N=1C=NN2C1C=C(C=C2)OC2=CC(=C(C=C2C(F)(F)F)NC2=NC=NC1=CC(=C(C=C21)NC(/C(=C/[C@@H]2N(CCC2)C)/F)=O)OC)OC (R,Z)-N-(4-((4-([1,2,4]triazolo[1,5-a]pyridin-7-yloxy)-2-methoxy-5-(trifluoromethyl)phenyl)amino)-7-methoxyquinazolin-6-yl)-2-fluoro-3-(1-methylpyrrolidin-2-yl)acrylamide